(2R,4'R,4a'S,7a'R,12b'S)-3'-(cyclopropylmethyl)-9'-methoxy-1',2',3',4',5',6'-hexahydro-4a'H,7a'H-spiro[pyrrolidine-2,7'-[4,12]methanobenzofuro[3,2-e]isoquinoline]-4a'-ol C1(CC1)CN1[C@H]2[C@@]3(CC[C@]4([C@H]5[C@]3(CC1)C1=C(O5)C(=CC=C1C2)OC)NCCC4)O